COC(=O)C1(CC12CCNCC2)C2=NC(=CC=C2F)Br (6-bromo-3-fluoropyridin-2-yl)-6-azaspiro[2.5]octane-1-carboxylic acid methyl ester